[2H]N(C(C([2H])([2H])[2H])(C(C1=CC=CC=C1)([2H])[2H])[2H])[2H] N,N,1,1,1,2,3,3-Octadeuterio-3-phenylpropan-2-amine